2-cyclopropylamino-5-isobutyrylamino-N-(1-(3-(thiazol-2-yl)phenyl)ethyl)benzamide C1(CC1)NC1=C(C(=O)NC(C)C2=CC(=CC=C2)C=2SC=CN2)C=C(C=C1)NC(C(C)C)=O